1-(2-chloro-4-(4-(2-hydroxyethyl)piperidin-1-yl)phenyl)dihydropyrimidine ClC1=C(C=CC(=C1)N1CCC(CC1)CCO)N1CNCC=C1